COC(C1=CC=CC=C1)=O.C(C)(=O)C=1SC=C(N1)C(=O)N (2-Acetylthiazole-4-carboxamide) methyl-benzoate